NC1=NC=CC=C1C1=NC=2C(=NC(=CC2)C2=CC=CC=C2)N1C1=CC=C(C=C1)C(C)NCCC=1C(=C(C=O)C=CC1)O (2-((1-(4-(2-(2-aminopyridin-3-yl)-5-phenyl-3H-imidazo[4,5-b]pyridin-3-yl)phenyl)ethyl)amino)ethyl)-2-hydroxybenzaldehyde